I[SiH3] monoiodoSilane